C(C)(C)(C)[SiH2]C(C)(C)C di(tert-butyl)silane